2-[2-(aminomethyl)-3,3-difluoro-allyl]-7-(1-ethylpyrazol-4-yl)-[1,2,4]triazolo[4,3-a]pyridin-3-one NCC(CN1N=C2N(C=CC(=C2)C=2C=NN(C2)CC)C1=O)=C(F)F